4-(oxolan-3-yl)piperazine O1CC(CC1)N1CCNCC1